2-methyl-6-(piperazin-1-yl)imidazo[1,2-b]pyridazine CC=1N=C2N(N=C(C=C2)N2CCNCC2)C1